COC1=CC=C(CN2C(N(CCC2=O)C2=CN=C3N2C=CC(=C3)C#CCCN3CCN(CC3)C(=O)OC(C)(C)C)=O)C=C1 tert-butyl 4-(4-(3-(3-(4-methoxybenzyl)-2,4-dioxotetrahydropyrimidin-1(2H)-yl)imidazo[1,2-a]pyridin-7-yl)but-3-yn-1-yl)piperazine-1-carboxylate